3-(4-((S)-2-amino-2-cyclohexylacetamido)-2-fluorophenyl)-2-methyl-4-(trifluoromethyl)pyridine 1-oxide N[C@H](C(=O)NC1=CC(=C(C=C1)C=1C(=[N+](C=CC1C(F)(F)F)[O-])C)F)C1CCCCC1